Cl.FC(C(C)(C)NC1CCC(CC1)N)F N1-(1,1-difluoro-2-methylpropan-2-yl)cyclohexane-1,4-diamine hydrochloride